CC1=CC=C(C=C1)NCC(O)O dihydroxyethyl-p-toluidine